ClC=1C=C(C=CC1F)N(S(=O)(=O)C)CC=1SC(=CN1)C=1OC(=NN1)C(F)F N-(3-chloro-4-fluorophenyl)-N-((5-(5-(difluoromethyl)-1,3,4-oxadiazol-2-yl)thiazol-2-yl)methyl)methanesulfonamide